C(#N)N1C[C@]2(CC2C1)NC(=O)C=1SC(=CN1)C1=C(C=NC=C1)NC1=CC=C(C=C1)F N-((1R)-3-cyano-3-azabicyclo[3.1.0]hexan-1-yl)-5-(3-((4-fluorophenyl)amino)pyridin-4-yl)thiazole-2-carboxamide